C(C)(C)(C)OC(=O)N[C@H]1CN(C[C@@H]1OC)C(=O)OCC1=CC=CC=C1 benzyl (3s,4s)-3-((tert-butoxycarbonyl) amino)-4-methoxypyrrolidine-1-carboxylate